N'-(4-chlorophenyl)-1-(thiazol-2-yl)-3-(trifluoromethyl)-1H-pyrazole-4-carbohydrazide ClC1=CC=C(C=C1)NNC(=O)C=1C(=NN(C1)C=1SC=CN1)C(F)(F)F